ClC1=CC=C2C(=CNC2=C1)S(=O)(=O)NC=1C(=NC(=C(C1)F)OC)OC 6-Chloro-N-(5-fluoro-2,6-dimethoxypyridin-3-yl)-1H-indol-3-sulfonamid